4-Bromo-2-methyl-3-nitroaniline BrC1=C(C(=C(N)C=C1)C)[N+](=O)[O-]